C1(CC1)C(=O)NC1=CC(=C(N=N1)C(=O)NC([2H])([2H])[2H])NC1=C(C(=CC(=C1)F)C1=NC=C(C=N1)C1(CCC1)O)OC 6-(cyclopropanecarboxamido)-4-((5-fluoro-3-(5-(1-hydroxycyclobutyl)pyrimidin-2-yl)-2-methoxyphenyl)amino)-N-(methyl-d3)pyridazine-3-carboxamide